ClC=1C=C(C=C(C1)Cl)NC(=O)NC1=C(C=CC(=C1)C(=O)N1CCC(CC1)C1=CC=C(C=C1)OC=1N=NC(=CC1)C(F)(F)F)N1CCN(CC1)CC 1-(3,5-dichlorophenyl)-3-(2-(4-ethylpiperazin-1-yl)-5-(4-(4-((6-(trifluoromethyl)-pyridazin-3-yl)oxy)phenyl)piperidine-1-carbonyl)phenyl)urea